ClC=1C=C(C=CC1C)C\C(\C(=O)NCC=1C=C2CN(C(C2=CC1)=O)C1C(NC(CC1)=O)=O)=N/O (E)-3-(3-chloro-4-methylphenyl)-N-((2-(2,6-dioxopiperidin-3-yl)-1-oxoisoindolin-5-yl)methyl)-2-(hydroxyimino)propionamide